C(C(=C)C)(=O)OCCC1C(OC1)F 3-(2-methacryloyloxyethyl)-2-fluorooxetane